tri-(2,4-di-tertiary-butylphenyl) phosphite P(OC1=C(C=C(C=C1)C(C)(C)C)C(C)(C)C)(OC1=C(C=C(C=C1)C(C)(C)C)C(C)(C)C)OC1=C(C=C(C=C1)C(C)(C)C)C(C)(C)C